2-chloro-3-(4-methylpyridin-3-yl)phenol ClC1=C(C=CC=C1C=1C=NC=CC1C)O